(3S,5S)-1-acetyl-5-((6-chloro-1H-pyrazolo[3,4-d]pyrimidin-1-yl)methyl)pyrrolidin-3-yl benzoate C(C1=CC=CC=C1)(=O)O[C@@H]1CN([C@@H](C1)CN1N=CC=2C1=NC(=NC2)Cl)C(C)=O